(2R)-1-[(1R,5S,6R)-6-[amino(4,5-dichloro-2-hydroxyphenyl)methyl]-3-azabicyclo[3.1.0]hexan-3-yl]-2,3-dihydroxypropan-1-one NC(C1[C@H]2CN(C[C@@H]12)C([C@@H](CO)O)=O)C1=C(C=C(C(=C1)Cl)Cl)O